FC(C(=O)N1CCC(CC1)C=1C(=NC=CC1)OC=1C=NC(=NC1)C(F)(F)F)=C 2-fluoro-1-(4-(2-((2-(trifluoromethyl)pyrimidin-5-yl)oxy)pyridin-3-yl)piperidin-1-yl)prop-2-en-1-one